C(=O)C1=C(OCC(=O)O)C=C(C=C1OCC1=CC=C(C=C1)OC)C 2-(2-formyl-3-((4-methoxybenzyl)oxy)-5-methylphenoxy)acetic acid